[Si](C1=CC=CC=C1)(C1=CC=CC=C1)(C(C)(C)C)OC[C@H](CC=C)NC(OC(C)(C)C)=O tert-Butyl (S)-(1-((tert-butyldiphenylsilyl)oxy)pent-4-en-2-yl)carbamate